2,2'-ditrifluoromethyl-5,5'-dihydroxy-4,4'-diaminobiphenyl FC(C1=C(C=C(C(=C1)N)O)C1=C(C=C(C(=C1)O)N)C(F)(F)F)(F)F